CP(=O)(C)C=1C=C2C(=C(C(N(C2=CC1)C)=O)C(=O)N)N1CCC(CC1)(C=1OC2=C(N1)C=C(C=C2)C)C 6-(dimethylphosphoryl)-1-methyl-4-[4-methyl-4-(5-methyl-1,3-benzoxazol-2-yl)piperidin-1-yl]-2-oxo-1,2-dihydroquinoline-3-carboxamide